1-ethyl-2,3-dimethylimidazoline C(C)N1C(N(CC1)C)C